ClC=1C=C(CN2CCCCC2)C=C(C1)Cl 1-(3,5-dichlorobenzyl)piperidin